C(C)(C)(C)OC(=O)N1CCC(CC1)(F)CN 4-(aminomethyl)-4-fluoropiperidine-1-carboxylic acid tert-butyl Ester